2-((1S,6R)-6-(difluoromethyl)-3-azabicyclo[4.1.0]heptan-3-yl)-N-(2-(4,4-difluoropiperidin-1-yl)-6-methylpyrimidin-4-yl)-4-(methylsulfonamido)benzamide FC([C@@]12CCN(C[C@H]2C1)C1=C(C(=O)NC2=NC(=NC(=C2)C)N2CCC(CC2)(F)F)C=CC(=C1)NS(=O)(=O)C)F